2-chloropropyl-phosphonic acid ClC(CP(O)(O)=O)C